The molecule is a neopterin where positions C-7 and C-8 have been hydrogenated. It has a role as a metabolite, a human metabolite, a Saccharomyces cerevisiae metabolite, an Escherichia coli metabolite and a mouse metabolite. It is a dihydropterin and a member of neopterins. C1C(=NC2=C(N1)N=C(NC2=O)N)[C@@H]([C@@H](CO)O)O